2-((2-bromo-4-fluorophenyl)amino)-5-chlorobenzonitrile BrC1=C(C=CC(=C1)F)NC1=C(C#N)C=C(C=C1)Cl